3-(pyrazolo[1,5-a]pyrazin-3-yl)-1-((2-(trimethylsilyl)ethoxy)methyl)-1H-pyrazol-4-amine N1=CC(=C2N1C=CN=C2)C2=NN(C=C2N)COCC[Si](C)(C)C